NC1=NN2C(N=C(C=C2N)N)=C1C#N 2,5,7-triamino-3-cyano-pyrazolo[1,5-a]pyrimidine